[Na+].C(CN(CC(=O)[O-])CC(=O)[O-])N(CC(=O)[O-])CC(=O)[O-].[Fe+3] ferric ethylenediaminetetraacetate sodium salt